FC1CCN(CC1)C1=CC=CC=C1 4-fluoro-1-phenylpiperidin